ethyl 2-(2-amino-5-bromo-6-fluoropyridin-3-yl)-2,2-difluoroacetate NC1=NC(=C(C=C1C(C(=O)OCC)(F)F)Br)F